OC1=NC2=CC=CC=C2C1=O 2-Hydroxy-indol-3-one